(R)-N-(1-(3,4-dichlorophenyl)-2-(dimethylamino)ethyl)-4-isopropoxybenzenesulfonamide ClC=1C=C(C=CC1Cl)[C@H](CN(C)C)NS(=O)(=O)C1=CC=C(C=C1)OC(C)C